C(C)[C@]1(NC(N(C1=O)C=1C=CC(=NC1)OC1=CC(=C(C#N)C=C1)C(C)C)=O)C 4-({5-[(4R)-4-ethyl-4-methyl-2,5-dioxo-1-imidazolidinyl]-2-pyridinyl}oxy)-2-(1-methylethyl)benzonitrile